(S)-N-((3-(4-decylphenyl)-1,2,4-oxadiazol-5-yl)methyl)-2-(pyrrolidin-3-yl)acetamide hydrochloride Cl.C(CCCCCCCCC)C1=CC=C(C=C1)C1=NOC(=N1)CNC(C[C@H]1CNCC1)=O